N-(2-methoxybenzyl)chroman-3-carboxamide COC1=C(CNC(=O)C2COC3=CC=CC=C3C2)C=CC=C1